C(C)(C)(C)C=1SC2=C3C(=CC=C2CC1)C=CC=C3 2-(tert-butyl)-4H-benzo[H]thiochromen